7-(2-fluoro-6-methoxyphenyl)-6-fluoro-2-(((S)-1-methylpyrrolidin-2-yl)methoxy)-4-chloro-1,8-naphthyridine FC1=C(C(=CC=C1)OC)C1=C(C=C2C(=CC(=NC2=N1)OC[C@H]1N(CCC1)C)Cl)F